CC1=NN(C(=C1CC(=O)O)C)C1=CC=C(C=C1)C1=NOC(=N1)C(F)(F)F (3,5-dimethyl-1-(4-(5-(trifluoromethyl)-1,2,4-oxadiazol-3-yl)phenyl)-1H-pyrazol-4-yl)acetic acid